[C@H]12CN(C[C@H](CC1)N2)C2=NC(=NC1=C(C(=CC=C21)C2=CC(=CC1=CC=CC=C21)O)F)OCC(=O)NC 2-((4-((1R,5S)-3,8-diazabicyclo[3.2.1]octan-3-yl)-8-fluoro-7-(3-hydroxynaphthalen-1-yl)quinazolin-2-yl)oxy)-N-methylacetamide